[N+](=O)([O-])C1=CC=C2C=CNC(C2=C1)=O 7-Nitroisoquinolin-1(2H)-one